(S)-(4-fluoro-1,3-dimethyl-1,2,3,6-tetrahydropyridin-3-yl)methanol FC=1[C@](CN(CC1)C)(C)CO